C(#N)C1=NC=C(C(=C1)C1=CC=2N(C=C1)N=C(C2)NC(=O)C2CC2)OCC2CC(C2)NCC#N N-[5-[2-cyano-5-[[3-(cyanomethylamino)cyclobutyl]methoxy]-4-pyridyl]pyrazolo[1,5-a]pyridin-2-yl]cyclopropanecarboxamide